CC1CN(CC(O1)C)C(=O)C=1C=C2C(=NC1)N(C=C2)C=2C=CC(=NC2)C#N 5-(5-(2,6-dimethylmorpholine-4-carbonyl)-1H-pyrrolo[2,3-b]pyridin-1-yl)picolinonitrile